N1C(NC=C1)=O (E)-1,3-dihydroimidazol-2-one